NC1=CC=CC(=N1)C 6-AMINO-2-METHYLPYRIDIN